C[C@]1(NC(CC[C@@]2([C@@H]1CCC([C@H]2\C=C\C=2C(OCC2)=O)=C)C)=O)COC([C@@H](CC2=CC=CC=C2)N)=O (R)-((1R,5aS,6R,9aS)-1,5a-Dimethyl-7-methylene-3-oxo-6-((E)-2-(2-oxo-2,5-dihydrofuran-3-yl)ethenyl)decahydro-1H-benzo[c]azepin-1-yl)methyl-2-amino-3-phenylpropanoate